2-(hydroxymethyl)-5-(thiazol-4-ylmethoxy)tetrahydro-2H-pyran-3-ol OCC1OCC(CC1O)OCC=1N=CSC1